2-iodo-5-methyl-benzamide IC1=C(C(=O)N)C=C(C=C1)C